N1(CCN(CCN(CCC1)CC=1C(=C(C=C(C1)C)NC(CP(O)(O)=O)=O)O)CC=1C(=C(C=C(C1)C)NC(CP(O)(O)=O)=O)O)CC=1C(=C(C=C(C1)C)NC(CP(O)(O)=O)=O)O {1,4,7-triazecane-1,4,7-triyltris[methylene(2-hydroxy-5-methyl-3,1-phenylene)azanediyl(2-oxoethane-2,1-diyl)]}tris(phosphonic acid)